C(C)S(=O)(=O)C=1C=C(C(=O)N2C3CC3CC2C(=O)N)C=CC1 2-(3-(ethylsulfonyl)benzoyl)-2-azabicyclo[3.1.0]hexane-3-carboxamide